Methyl-N-[(E,1S)-6-(dimethylamino)-1-[[1-[[6-(2,2-dimethylpropyl)-9H-purin-8-yl]methyl]-2-oxo-3-pyridyl]carbamoyl]-6-oxo-hex-4-enyl]carbamat COC(N[C@@H](CC\C=C\C(=O)N(C)C)C(NC=1C(N(C=CC1)CC=1NC2=NC=NC(=C2N1)CC(C)(C)C)=O)=O)=O